C(#N)C1=C(C=CC(=N1)[C@@H]1CC[C@H](CC1)CN(C(=O)[C@@H]1CC[C@H](CC1)CNC([O-])=O)C1=CC(=CC=C1)C=1C=NN(C1)C(C)C)OC trans-4-(((trans-4-(6-Cyano-5-methoxypyridin-2-yl)cyclohexyl)methyl)(3-(1-isopropyl-1H-pyrazol-4-yl)phenyl)carbamoyl)cyclohexylmethylcarbamate